C(CCC)OC(=C)C1=CC(=CC=2C=3N(C(=NC12)N1CCCCC1)C=C(N3)C#N)C 7-(1-butoxyvinyl)-9-methyl-5-(piperidin-1-yl)imidazo[1,2-c]quinazoline-2-carbonitrile